2,4-di(dodecylthio)-6-methylphenol C(CCCCCCCCCCC)SC1=C(C(=CC(=C1)SCCCCCCCCCCCC)C)O